tert-butyl 2-formyl-4,6,7,8-tetrahydropyrazolo[1,5-a][1,4]diazepine-5-carboxylate C(=O)C1=NN2C(CN(CCC2)C(=O)OC(C)(C)C)=C1